C(#N)C=1C=C2C(=NC1)N(C=C2)C2=NC=C(C(=O)NC1CCN(CC1)CC1=C3CN(C(C3=CC=C1)=O)C1C(NC(CC1)=O)=O)C(=C2)NC(C)C 6-(5-cyano-1H-pyrrolo[2,3-b]pyridin-1-yl)-N-(1-((2-(2,6-dioxopiperidin-3-yl)-1-oxoisoindoline-4-yl)methyl)piperidin-4-yl)-4-(isopropylamino)nicotinamide